1,1'-((oxybis(methylene))bis(piperidine-4,1-diyl))bis(2,2-dimethylpropan-1-one) O(CC1CCN(CC1)C(C(C)(C)C)=O)CC1CCN(CC1)C(C(C)(C)C)=O